ClC=1C(=C(C=C(C1)Cl)C=1C(=C(C(=O)O)C=CC1)N)OC (3,5-dichloro-2-methoxyphenyl)-aminobenzoic acid